5-(1-(4-(dimethylamino)piperidin-1-yl)ethyl)-6-methyl-2-(pyridin-3-yl)indolizine-7-carboxylic acid CN(C1CCN(CC1)C(C)C=1N2C=C(C=C2C=C(C1C)C(=O)O)C=1C=NC=CC1)C